COCC(=O)N(C)C1=CC(=C(C=C1)[N+](=O)[O-])OC 2-methoxy-N-(3-methoxy-4-nitrophenyl)-N-methylacetamide